C(C=C)C1=C(C=CC(=C1)C)C 2-allyl-1,4-dimethylbenzene